4-(4-((4-tert-butoxypiperidin-1-yl)methyl)-3-fluorobenzylamino)-2-(2,6-dioxopiperidin-3-yl)isoindoline-1,3-dione C(C)(C)(C)OC1CCN(CC1)CC1=C(C=C(CNC2=C3C(N(C(C3=CC=C2)=O)C2C(NC(CC2)=O)=O)=O)C=C1)F